FC(C(=O)O)(F)F.N1(CCC1)CCNC1=NC2=C(C=CC=C2N=C1CC1=CC(=CC=C1)OC)C N-(2-(azetidin-1-yl)ethyl)-3-(3-methoxybenzyl)-8-methylquinoxaline-2-amine trifluoroacetate